C(C1=CC=CC=C1)OC1=CC(=C(C=O)C(=C1)F)F 4-(benzyloxy)-2,6-difluorobenzaldehyde